3,4-Dihydroxy-9,10-dioxo-9,10-dihydroanthracene-2-sulfonic acid OC=1C(=CC=2C(C3=CC=CC=C3C(C2C1O)=O)=O)S(=O)(=O)O